2-((4-Cyanophenethyl)amino)-N-(4-(1-methyl-1H-pyrazol-4-yl)phenyl)-2-phenylacetamide C(#N)C1=CC=C(CCNC(C(=O)NC2=CC=C(C=C2)C=2C=NN(C2)C)C2=CC=CC=C2)C=C1